FC=1C(=CC(=NC1)NC([C@H](C1CCC(CC1)C)NC(=O)C1=CC=NN1C(C)C)=O)CN1C(N[C@@H](C1)C(F)(F)F)=O N-((S)-2-((5-Fluoro-4-(((S)-2-oxo-4-(trifluoromethyl)imidazolidin-1-yl)methyl)pyridin-2-yl)amino)-1-((1r,4S)-4-methylcyclohexyl)-2-oxoethyl)-1-isopropyl-1H-pyrazole-5-carboxamide